C(C)(C)(C)[Si](OCC(C(=O)O)CC1=CC(=C(C=C1)OC)F)(C)C 3-(tert-butyl-dimethyl-silanyloxy)-2-(3-fluoro-4-methoxy-benzyl)-propionic acid